COC1=C(C=C2C(=NC=NC2=C1)C=1C(=NN(C1)C)C1=CC=CC=C1)C1=CN(CCO1)C(=O)OC(C)(C)C tert-butyl 6-(7-methoxy-4-(1-methyl-3-phenyl-1H-pyrazol-4-yl) quinazolin-6-yl)-2,3-dihydro-4H-1,4-oxazine-4-carboxylate